((1-(1-methyl-1H-1,2,4-triazol-3-yl)-2-carbonyl-1,2-dihydropyridin-3-yl)amino)pyridazine-3-carboxamide CN1N=C(N=C1)N1C(C(=CC=C1)NC1=C(N=NC=C1)C(=O)N)=C=O